ClC=1C=C2C(=NC=NC2=CC1C1=C(C=CC=C1)C(F)(F)F)N1CC(N(CC1)C(C=C)=O)C 1-(4-(6-chloro-7-(2-(trifluoro-methyl)phenyl)quinazolin-4-yl)-2-methyl-piperazin-1-yl)prop-2-en-1-one